C(C)(C)(C)C1=C(C(=CC(=C1)CC(C)C)C(C)(C)C)O 2,6-di-tert-butyl-4-isobutylphenol